[Si](C1=CC=CC=C1)(C1=CC=CC=C1)(C(C)(C)C)OCC(CN1[C@@H](C=2NC3=CC=CC=C3C2C[C@H]1C)C=1SC(=CN1)CC1CN(C1)CCC)(F)F 2-((1S,3R)-2-(3-((tert-Butyldiphenylsilyl)oxy)-2,2-difluoropropyl)-3-methyl-2,3,4,9-tetrahydro-1H-pyrido[3,4-b]indol-1-yl)-5-((1-propylazetidin-3-yl)methyl)thiazole